trans-[3-[6-[(6-methoxy-2-methyl-3,4-dihydro-1H-isoquinolin-7-yl)amino]pyrazolo[3,4-d]pyrimidin-1-yl]cyclobutyl]methanol COC=1C=C2CCN(CC2=CC1NC1=NC=C2C(=N1)N(N=C2)[C@@H]2C[C@H](C2)CO)C